OCCNCCN N-(2-hydroxyethyl)ethylenediamine